CC(C(=O)N)(CCCCCCCC)C dimethyl-decanoamide